2-cyclopropyl-N-[1-[3-[5-(2,2-difluoroethoxy)pyrimidin-2-yl]pyrazin-2-yl]ethyl]-6-(trifluoromethyl)pyridine-4-carboxamide C1(CC1)C1=NC(=CC(=C1)C(=O)NC(C)C1=NC=CN=C1C1=NC=C(C=N1)OCC(F)F)C(F)(F)F